[C@H]12CN(C[C@H](CC1)N2)C=2C1=C(N=C(N2)OC[C@]23CCCN3C[C@@H](C2)F)C(=C(N=C1)C=1C=C(C=C2C=CN=C(C12)C)O)F 8-(4-((1R,5S)-3,8-diazabicyclo[3.2.1]octan-3-yl)-8-fluoro-2-(((2R,7aS)-2-fluorotetrahydro-1H-pyrrolizin-7a(5H)-yl)methoxy)pyrido[4,3-d]pyrimidin-7-yl)-1-methylisoquinolin-6-ol